FC1=C(CNC(=O)C=2CC=C3CNCNN3C2)C(=CC(=C1)F)F N-(2,4,6-trifluorobenzyl)-2,3,4,6-tetrahydro-1H-pyrido[2,1-f][1,2,4]triazine-7-carboxamide